OC1=C(C=CC(=C1)OC(C)C)C(CC1=CC=CC=C1)=O 1-(2-hydroxy-4-isopropoxyphenyl)-2-phenyl-1-ethanone